8-((2-morpholinoethyl)carbamoyl)-6-oxo-6H-benzo[c]chromen-3-yl acetate C(C)(=O)OC1=CC=C2C3=C(C(OC2=C1)=O)C=C(C=C3)C(NCCN3CCOCC3)=O